3,4-di-O-sulfanyl-D,L-threitol SO[C@@H]([C@@H](CO)O)COS |r|